O[C@@H]1[C@@H](CC1)NC(OC(C)(C)C)=O tert-butyl (cis-2-hydroxycyclobutyl)carbamate